tert-butyl N-[[4-[1-[2-(dimethylamino)ethyl]pyrazol-4-yl]-1-[4-(trifluoromethoxy)phenyl]pyrazolo[3,4-b]pyridin-3-yl]methyl]carbamate CN(CCN1N=CC(=C1)C1=C2C(=NC=C1)N(N=C2CNC(OC(C)(C)C)=O)C2=CC=C(C=C2)OC(F)(F)F)C